1-(4-((6-aminopyridin-3-yl)oxy)phenyl)-3-(2,3-dichlorophenyl)urea NC1=CC=C(C=N1)OC1=CC=C(C=C1)NC(=O)NC1=C(C(=CC=C1)Cl)Cl